FC=1C=C(C=O)C=CC1O 3-FLUORO-4-HYDROXYBENZALDEHYDE